C(C)N(S(=O)(=O)C=1C=2C3=C(C(NC3=CC1)=O)C=CC2)C N-ethyl-N-methyl-2-oxo-1,2-dihydrobenzo[cd]indole-6-sulfonamide